4-(5-(3,5-dichloro-4-fluorophenyl)-5-(trifluoromethyl)-4,5-dihydroisoxazol-3-yl)-2-methylbenzamide ClC=1C=C(C=C(C1F)Cl)C1(CC(=NO1)C1=CC(=C(C(=O)N)C=C1)C)C(F)(F)F